4-[(1R,2R)-2-(3-phenyl-1,2,4-oxadiazol-5-yl)cyclopropyl]benzenesulfonamide C1(=CC=CC=C1)C1=NOC(=N1)[C@H]1[C@@H](C1)C1=CC=C(C=C1)S(=O)(=O)N